N1(C=NC=C1)CC=1C=C(CNCCCCOCCNC=2C=3C=NNC3C=C(C2)N2C=NN=C2)C=C(C1)OC(F)(F)F N-(2-(4-((3-((1H-imidazol-1-yl)methyl)-5-(trifluoromethoxy)benzyl)amino)butoxy)ethyl)-6-(4H-1,2,4-triazol-4-yl)-1H-indazol-4-amine